NC=1SC2=C(N1)C=CC(=C2)OC[C@@H](C)O (R)-1-((2-aminobenzo[d]thiazol-6-yl)oxy)propan-2-ol